N-(4-(4-(7-(4,4-difluoropiperidin-1-yl)furo[2,3-c]pyridin-5-yl)-1H-1,2,3-triazol-1-yl)-3-(6-azaspiro[2.5]oct-6-yl)phenyl)-2-hydroxyethane-1-sulfonamide FC1(CCN(CC1)C=1N=C(C=C2C1OC=C2)C=2N=NN(C2)C2=C(C=C(C=C2)NS(=O)(=O)CCO)N2CCC1(CC1)CC2)F